(E)-7-[(4-aminophenyl)sulfonylamino]hept-2-enoic acid NC1=CC=C(C=C1)S(=O)(=O)NCCCC/C=C/C(=O)O